CN([C@@H](COCCCCCCCC\C=C/C\C=C/CCCCC)CCCCCCCCCC)C (2R)-N,N-dimethyl-1-[(9Z,12Z)-octadec-9,12-dien-1-yloxy]dodecane-2-amine